(R or S)-1-(difluoro(3-(2-(5-fluorothiophen-2-yl)ethyl)-1-(2-(6-methylpyridin-3-yl)propan-2-yl)pyrrolidin-3-yl)methyl)-3-phenylurea FC(NC(=O)NC1=CC=CC=C1)([C@]1(CN(CC1)C(C)(C)C=1C=NC(=CC1)C)CCC=1SC(=CC1)F)F |o1:12|